N-(1-(3,4-dichloro-phenyl)pent-1-yn-3-yl)piperazine-1-carboxamide hydrochloride Cl.ClC=1C=C(C=CC1Cl)C#CC(CC)NC(=O)N1CCNCC1